[5-(3-methoxy-6-methylpyrazin-2-yl)-3,3a,4,6a-tetrahydrocyclopenta[c]pyrrol-2(1H)-yl]methanone tri(5-methyl-2-heptyl)citrate CC(CCC(C)C(C(C(C(=O)O)(C(C)CCC(CC)C)C(C)CCC(CC)C)(O)C(=O)O)C(=O)O)CC.COC=1C(=NC(=CN1)C)C=1CC2C(CN(C2)C=O)C1